2-ethyl-N-{8-fluoro-2-methylimidazo[1,2-a]pyridin-6-yl}-4-formylindazole-7-carboxamide C(C)N1N=C2C(=CC=C(C2=C1)C=O)C(=O)NC=1C=C(C=2N(C1)C=C(N2)C)F